Methyl 4-(4-(tert-butyl)phenyl)-2-methoxypyrrolo[1,2-a]quinoxaline-7-carboxylate C(C)(C)(C)C1=CC=C(C=C1)C=1C=2N(C3=CC=C(C=C3N1)C(=O)OC)C=C(C2)OC